3-(3-Methyl-2-oxo-5,6,7,8-tetrahydroimidazo[4,5-g]quinolin-1-yl)piperidine-2,6-dione CN1C(N(C2=CC=3CCCNC3C=C21)C2C(NC(CC2)=O)=O)=O